5-(3,4-dimethylphenyl)-2-((1,1-dioxido-2,3-dihydrothiophen-3-yl)carbamoyl)pyridine 1-oxide CC=1C=C(C=CC1C)C=1C=CC(=[N+](C1)[O-])C(NC1CS(C=C1)(=O)=O)=O